2-(tert-butylamino)-1-(4-(3-isopropyl-2-(8-methyl-[1,2,4]triazolo[1,5-a]pyridin-6-yl)-1H-indol-5-yl)piperidin-1-yl)ethan-1-one C(C)(C)(C)NCC(=O)N1CCC(CC1)C=1C=C2C(=C(NC2=CC1)C=1C=C(C=2N(C1)N=CN2)C)C(C)C